C(C)(=O)OCC1=C(C(=CC=C1C[C@@H]1NCCC2=CC(=C(C=C12)OC)OC)OCC1=CC=CC=C1)OC (S)-3-(benzyloxy)-6-((6,7-dimethoxy-1,2,3,4-tetrahydroisoquinolin-1-yl) methyl)-2-methoxybenzyl acetate